(2S)-2-amino-N'-carbamimidoyl-N-[(1S,2S)-2-methyl-1-(methylcarbamoyl)butyl]pentanediamide N[C@H](C(=O)N[C@@H]([C@H](CC)C)C(NC)=O)CCC(=O)NC(N)=N